NC[C@H](CC(=O)O)C[C@@H](CC1=C(C=CC=C1)OC)C (3s,5s)-3-aminomethyl-6-(2-methoxy-phenyl)-5-methyl-hexanoic acid